C1(CC1)CN1N=NNC1 1-(cyclopropylmethyl)-1,4-dihydro-5H-tetrazole